C(C)(C)(C)OC(NC1CC2(C1)CC(C2)CC(CCC2=CC=C(C=C2)C(N)=O)=O)=O (6-(4-(4-carbamoylphenyl)-2-oxobutyl)spiro[3.3]Hept-2-yl)carbamic acid tert-butyl ester